O1COC2=C1C=CC(=C2)C(C2=CC(=C1C=CC=NC1=C2O)Cl)NC(CN2CC(CCC2)NC(OC(C)(C)C)=O)=O tert-butyl (1-(2-((benzo[d][1,3]dioxol-5-yl(5-chloro-8-hydroxyquinolin-7-yl)methyl)amino)-2-oxoethyl)piperidin-3-yl)carbamate